C(C)(C)(C)[SiH2]OC(C1=CC=C(C=C1)NC=1C(=NC(=CC1)C1=CC=CC=2OCCOC21)OC)(C2=CC=CC=C2)C2=CC=CC=C2 [4-(tert-Butyl-diphenyl-silanyloxymethyl)-phenyl]-[6-(2,3-dihydro-benzo[1,4]dioxin-5-yl)-2-methoxy-pyridin-3-yl]-amine